N1=C(N)NC(=O)C2=NC=CN=C12 (+)-pterin